N[C@H](C(=O)NC)CCCC1=CC=NC=C1 (S)-2-amino-N-methyl-5-(pyridin-4-yl)pentanamide